CC(C)(CC(CCC)C)O 2,4-dimethyl-2-heptanol